C1(CCC1)N1N=NC2=C1C=CC(=C2)C2=NC(=NO2)C=2C=NC=CC2C 1-cyclobutyl-5-[3-(4-methylpyridin-3-yl)-1,2,4-oxadiazol-5-yl]-1H-1,2,3-benzotriazole